C(C)C(CC1=CC2=C(C3=C(N2)S(C=C3)C=O)S1)CCCC 2-ethylhexyl-5-formyldithienopyrrole